FC1(C(C(C(C1(F)F)(F)F)(F)F)(F)F)F perfluorocyclopentane